N[C@@H](C)C1=NC(=NN1C1=CC=C(C=N1)C#N)OC 6-[5-[(1S)-1-Aminoethyl]-3-methoxy-1,2,4-triazol-1-yl]pyridin-3-carbonitril